FC=1C=C(C=NC1)B(O)O (5-fluoropyridin-3-yl)boronic acid